methyl 4-(5-hydroxypyrimidin-2-yl)-5-methylthiophene-2-carboxylate OC=1C=NC(=NC1)C=1C=C(SC1C)C(=O)OC